FC1=C(C(=CC=C1C=1N=CN(C1)C1=C(C=CC=C1)OC)O)N1CC(NS1(=O)=O)=O 5-(2-fluoro-6-hydroxy-3-(1-(2-methoxyphenyl)-1H-imidazol-4-yl)phenyl)-1,2,5-thiadiazolidin-3-one 1,1-dioxide